1-[3-(2-hydroxyphenyl)propionyl]piperidine OC1=C(C=CC=C1)CCC(=O)N1CCCCC1